CN(C1C[C@@H]2[C@@H](OC(O2)(CCCCCCCC\C=C/C\C=C/CCCCC)CCCCCCCC\C=C/C\C=C/CCCCC)C1)C (3aR,5s,6aS)-N,N-dimethyl-2,2-di((9Z,12Z)-octadec-9,12-dienyl)tetrahydro-3aH-cyclopenta[d][1,3]dioxolan-5-amine